Iron phosphate nitrogen [N+3].P(=O)([O-])([O-])[O-].[Fe+2]